C(C1=CC=CC=C1)C1=CC=C(C=C1)N1C(N(C(C1)=O)C1CC2(CC(C2)OC2=C(C(=O)N)C=CC=N2)C1)=O 2-(((αr)-6-(3-(4-benzyl-phenyl)-2,5-dioxoimidazolidin-1-yl)spiro[3.3]heptan-2-yl)oxy)nicotinamide